1-(3-(5-(7-(1-methyl-1H-pyrazol-4-yl)quinazolin-5-yl)pyridin-2-yl)-3,6-diazabicyclo[3.1.1]heptan-6-yl)ethan-1-one CN1N=CC(=C1)C1=CC(=C2C=NC=NC2=C1)C=1C=CC(=NC1)N1CC2N(C(C1)C2)C(C)=O